C(C)N(C(=O)C1=CC(=C(C=C1)B(O)O)OC)CC 4-(DIETHYLCARBAMOYL)-2-METHOXYBENZENEBORONIC ACID